2-{6-[(2-azidoethyl)amino]-4-[(1r,3s)-3-methyl-1-(4-methyl-1,2,4-triazol-3-yl)cyclobutyl]pyridin-2-yl}-6-{[(3S)-3-methylpiperidin-1-yl]methyl}-4-(trifluoromethyl)-3H-isoindol-1-one N(=[N+]=[N-])CCNC1=CC(=CC(=N1)N1C(C2=CC(=CC(=C2C1)C(F)(F)F)CN1C[C@H](CCC1)C)=O)C1(CC(C1)C)C1=NN=CN1C